CCCCCCCCCCCCCCCCCCC(=O)OC[C@H](COP(=O)(O)OC[C@@H](C(=O)O)N)OC(=O)CCC/C=C\C/C=C\C/C=C\C/C=C\CCCCC 1-nonadecanoyl-2-(5Z,8Z,11Z,14Z-eicosatetraenoyl)-glycero-3-phosphoserine